C(C=C)(=O)OCC(COC(C=C)=O)(C)CCCC 2-butyl-2-methyl-1,3-propanediol diacrylate